(3-bromo-2-fluorophenyl)-3-methyl-1H-pyrazole-5-carbaldehyde-d BrC=1C(=C(C=CC1)N1N=C(C=C1C(=O)[2H])C)F